tert-butyl 2-(4-benzylpiperazin-1-yl)-7,8-dihydropyrido[4,3-d]pyrimidine-6(5H)-carboxylate C(C1=CC=CC=C1)N1CCN(CC1)C=1N=CC2=C(N1)CCN(C2)C(=O)OC(C)(C)C